C(C)(C)(C)C1=C(C(=O)OC(C)(C)C)C(=CC=C1)I tert-butyl 2-(tert-butyl)-6-iodobenzoate